C1(=CC=CC=C1)SC1=C(C(=O)O)C=CN=C1 3-(Phenylsulfanyl)isonicotinic acid